(3-bromo-5-fluoro-4-methoxyphenyl)(cyclopropyl)methanone BrC=1C=C(C=C(C1OC)F)C(=O)C1CC1